NC1=NC=CC(=C1)C=1C=C2C=CN(C(C2=CC1)=O)CC=1C=C(C(=O)NC)C=C(C1)F 3-((6-(2-Aminopyridin-4-yl)-1-oxoisoquinolin-2(1H)-yl)methyl)-5-fluoro-N-methylbenzamide